CC(CN1CCC(CC1)CN1[C@@H]([C@H]([C@@H]([C@H](C1)OCC1=CC=CC=C1)OCC1=CC=CC=C1)OCC1=CC=CC=C1)C)(C)C 2,2-dimethyl-1-(4-(((2R,3R,4R,5S)-3,4,5-tris(benzyloxy)-2-methylpiperidin-1-yl)methyl)piperidin-1-yl)propan